ethyl 2-(3-(5-amino-1H-indol-4-yl)phenyl)acetate NC=1C(=C2C=CNC2=CC1)C=1C=C(C=CC1)CC(=O)OCC